C1(=CC=CC=C1)C[C@H](C)N1C=NC(=C1)C=O {1-[(2S)-1-phenylpropan-2-yl]-1H-imidazol-4-yl}methanone